1-butyl-1,2-ethylenediamine C(CCC)C(CN)N